COC=1C=C(C=CC1OC)C=1C=C(N(S(N1)(=O)=O)C)C(=O)NC1=NN(C=C1)CCC 5-(3,4-dimethoxyphenyl)-2-methyl-1,1-dioxo-N-(1-propyl-1H-pyrazol-3-yl)-2H-1λ6,2,6-thiadiazine-3-carboxamide